1-methyl-4-chloro-imidazol CN1C=NC(=C1)Cl